N1(CCCC1)CC1=NN=C(O1)[C@@]12CN(C[C@]2(C1)C(F)(F)F)C1=C2C=CC=NC2=C(C=C1)C#N 5-((1S,5R)-1-(5-(pyrrolidin-1-ylmethyl)-1,3,4-oxadiazol-2-yl)-5-(trifluoromethyl)-3-azabicyclo[3.1.0]hexan-3-yl)quinoline-8-carbonitrile